(3-((3S,4S)-4-amino-3-methyl-2-oxa-8-azaspiro[4.5]decan-8-yl)-6-(((R)-6a,7,8,9-tetrahydro-6H-pyrido[3,2-b]pyrrolo[1,2-d][1,4]oxazin-4-yl)thio)pyrazin-2-yl)methanol N[C@@H]1[C@@H](OCC12CCN(CC2)C=2C(=NC(=CN2)SC2=CC=NC1=C2OC[C@@H]2N1CCC2)CO)C